OxazoloPyridine N1=COC2=C1C=CC=N2